(propan-2-yl-d7)-1H-indazol C(C(C([2H])([2H])[2H])([2H])N1N=CC2=CC=CC=C12)([2H])([2H])[2H]